dihydro-9H-purin N1CN=C2NC=NC2=C1